C(C1=CC=CC=C1)(C1=CC=CC=C1)N1CC(C1)(O)CCNC(=O)[C@H]1N(C[C@@H](C1)O)C([C@H](C(C)(C)C)N1N=NC(=C1)C1CC1)=O (2S,4r)-N-[2-(1-benzhydryl-3-hydroxy-azetidin-3-yl)ethyl]-1-[(2S)-2-(4-cyclopropyltriazol-1-yl)-3,3-dimethyl-butyryl]-4-hydroxy-pyrrolidine-2-carboxamide